(R)-5-(4-chloro-3-fluorophenyl)-N-(3-(1-(2-(4-methyl-2-oxo-1,2-dihydroquinolin-6-yl)acetyl)piperidin-4-yl)-1-(methylamino)-1-oxopropan-2-yl)picolinamide ClC1=C(C=C(C=C1)C=1C=CC(=NC1)C(=O)N[C@@H](C(=O)NC)CC1CCN(CC1)C(CC=1C=C2C(=CC(NC2=CC1)=O)C)=O)F